5-(8-((3-ethyl-2,4-dioxo-1,2,3,4-tetrahydroquinazolin-7-yl)methyl)-3,8-diazabicyclo[3.2.1]octan-3-yl)-N-methylpicolinamide C(C)N1C(NC2=CC(=CC=C2C1=O)CN1C2CN(CC1CC2)C=2C=CC(=NC2)C(=O)NC)=O